7-(2-methoxyphenoxy)-1H,2H,3H-cyclopenta[b]quinoline-9-amine COC1=C(OC2=CC=3C(=C4C(=NC3C=C2)CCC4)N)C=CC=C1